2-[3-(triethoxysilyl)propyl]-3,3'-tetramethylenebis(5-amino-1,2,4-triazole) C(C)O[Si](CCCC(CC1=NNC(=N1)N)CCC1=NNC(=N1)N)(OCC)OCC